tert-butyl (4-bromo-1-fluoronaphthalen-2-yl)carbamate BrC1=CC(=C(C2=CC=CC=C12)F)NC(OC(C)(C)C)=O